methyl-5-cyclopropyl-3-(cyclopropylamino)pyridine-2-carboxylate COC(=O)C1=NC=C(C=C1NC1CC1)C1CC1